N-[(6-aminopyridin-3-yl)methyl]-5-methyl-2-{2-[(4-phenoxyphenyl)-formamido]acetyl}-2-azabicyclo[3.1.0]hexane-3-carboxamide NC1=CC=C(C=N1)CNC(=O)C1N(C2CC2(C1)C)C(CNC(=O)C1=CC=C(C=C1)OC1=CC=CC=C1)=O